2-chloro-N4-[rac-(1R)-1-[4-[1-ethyl-4-(trifluoromethyl)imidazol-2-yl]phenyl]ethyl]pyrimidine-4,5-diamine ClC1=NC=C(C(=N1)N[C@H](C)C1=CC=C(C=C1)C=1N(C=C(N1)C(F)(F)F)CC)N |r|